C(C)(C)(C)OC(=O)N1NC(C(=C1C1=C(C=CC(=C1)Br)[N+](=O)[O-])C1CCOCC1)=O 5-(5-bromo-2-nitrophenyl)-3-oxo-4-(tetrahydro-2H-pyran-4-yl)-2,3-dihydro-1H-pyrazole-1-carboxylic acid tert-butyl ester